2-((S)-4-(7-(1,3-dioxoisoindolin-4-yl)-2-(((S)-1-methylpyrrolidin-2-yl)methoxy)-5,6,7,8-tetrahydropyrido[3,4-d]pyrimidin-4-yl)piperazin-2-yl)acetonitrile O=C1NC(C2=C(C=CC=C12)N1CC=2N=C(N=C(C2CC1)N1C[C@@H](NCC1)CC#N)OC[C@H]1N(CCC1)C)=O